3,5-dinitrobenzate [N+](=O)([O-])C=1C=C(C(=O)[O-])C=C(C1)[N+](=O)[O-]